5-chloro-4-(2-oxoethyl)-1-(2,4,6-trifluorobenzyl)-1H-pyrazole ClC1=C(C=NN1CC1=C(C=C(C=C1F)F)F)CC=O